CC(C[C@H](NC(C(C(NCC1OCCC1)=O)C)=O)OB(O)O)C ((1R)-3-methyl-1-(2-methyl-3-oxo-3-(((tetrahydrofuran-2-yl)methyl)amino)propionamido)butyl)boric acid